C1(CC1)C=1C(=C(C(N2[C@@H](CSC12)C(=O)O)=O)CO)CC1=CC=CC2=CC=CC=C12 (3R)-7-cyclopropyl-5-(hydroxymethyl)-6-[(1-naphthyl)methyl]-4-oxo-1-thia-3a-aza-3-indancarboxylic acid